2-(6-(3-(1-(5-chloropyrimidin-2-yl)piperidin-4-yl)propoxy)pyridin-3-yl)-1-(4-((2S,3R,4R,5R)-2,3,4,5,6-pentahydroxyhexyl)piperazin-1-yl)ethan-1-one ClC=1C=NC(=NC1)N1CCC(CC1)CCCOC1=CC=C(C=N1)CC(=O)N1CCN(CC1)C[C@@H]([C@H]([C@@H]([C@@H](CO)O)O)O)O